CN1C(SCC1=O)=O 3-methylthiazolidine-2,4-dione